tabun (ethyl N,N-dimethyl-phosphoramidocyanidate) C(C)CN(P(O)(=O)C#N)C.O=P(C#N)(N(C)C)OCC